ethyl 3-(4-chloro-1-methyl-1H-benzotriazol-5-yl)-3-[7-(hydroxymethyl)-2,3-dihydro-1H-inden-5-yl]propanoate ClC1=C(C=CC=2N(N=NC21)C)C(CC(=O)OCC)C=2C=C1CCCC1=C(C2)CO